(1-(2-Aminopyrimidin-4-yl)-3-phenethylpiperidin-3-yl)methanol NC1=NC=CC(=N1)N1CC(CCC1)(CCC1=CC=CC=C1)CO